C(#N)C1=C2N=C(C=NC2=CC=C1NC=1C(=C(C=CC1F)N(S(=O)(=O)CCC)C)F)OC N-(3-(5-cyano-3-methoxyquinoxalin-6-ylamino)-2,4-difluorophenyl)-N-methylpropane-1-sulfonamide